The molecule is the methyl ester of nogalonic acid. It is a methyl ester, a polyketide, a polyphenol and a dihydroxyanthraquinone. It derives from a nogalonic acid. It is a conjugate acid of a methyl nogalonate(1-). CC(=O)CC(=O)C1=C(C2=C(C=C1CC(=O)OC)C(=O)C3=C(C2=O)C(=CC=C3)O)O